NC1SC2=C(N1C)C=CC=C2 2-amino-3-methylbenzo[d]thiazole